C1(=CC=CC=C1)C(C(N)C1=CC=CC=C1)N racemic-1,2-diphenylethylenediamine